IC1=CC=C(C=C1)C(CC(=O)OC)(C[N+](=O)[O-])C methyl 3-(4-iodophenyl)-3-methyl-4-nitrobutyrate